CC1=C(C=C(C=N1)NC(C1=CC=CC=C1)=O)[N+](=O)[O-] N-(6-methyl-5-nitropyridin-3-yl)benzamide